O1C(OCC1)CCC1(CCC(CC1)C(C)C)O 1-[2-(1,3-dioxolan-2-yl)ethyl]-4-isopropyl-cyclohexanol